C[C@@H]1O[C@@H](CN([C@@H]1CNC1=NC=C(C=N1)C(F)(F)F)C(=O)C1=NN(C=C1C1=NC=C(C=N1)F)C)C ((2S,3R,6R)-2,6-Dimethyl-3-(((5-(trifluoromethyl)pyrimidin-2-yl)amino)methyl)morpholino)(4-(5-fluoropyrimidin-2-yl)-1-methyl-1H-pyrazol-3-yl)methanone